(rac)-(1x-r,5x-s,6x-r)-3-benzyl-6-(4-bromo-3-(trifluoromethoxy)phenyl)-1-methyl-3-azabicyclo[3.1.0]hexane C(C1=CC=CC=C1)N1CC2(C(C2C1)C1=CC(=C(C=C1)Br)OC(F)(F)F)C